triazolopiperazine N1N=NC2=C1NCCN2